tert-butyl-3-[(6-iodopyridazin-3-yl)(methyl)amino]-1,5-dimethyl-8-azabicyclo[3.2.1]octane-8-carboxylate C(C)(C)(C)OC(=O)N1C2(CC(CC1(CC2)C)N(C)C=2N=NC(=CC2)I)C